3-[(tert-butyldimethylsilyl)oxy]propanal [Si](C)(C)(C(C)(C)C)OCCC=O